C(C)(C)(C)C1=CC=C(C=C1)C(CC(=O)C1=CC=C(C=C1)OC)=O (l)-1-(4-tert-butylphenyl)-3-(4-methoxyphenyl)-1,3-propanedione